C(=O)(OC(C)(C)C)N[C@@H](CO)C(=O)O L-N-Boc-serine